C(C)(C)(C)C=1C=C(C(=C(C1)Cl)Cl)Cl 5-tert-butyl-1,2,3-trichlorobenzene